(Furan-2-yl)-1H-benzo[d]Imidazole-4-carboxamide O1C(=CC=C1)N1C=NC2=C1C=CC=C2C(=O)N